O1C(CCCC1)OC=CCCCCC#CCCCCCCCC (11Z)-1-(tetrahydropyranyloxy)-hexadecen-7-yne